O(C#N)C1=CC2=CC(=CC=C2C=C1)OC#N 2,7-dicyanatonaphthalene